ethyl 3-[4-[3-[5-[6,7-difluoro-4-methylsulfanyl-1-(p-tolylsulfonyl)indol-5-yl]oxy-2-fluoro-phenyl]pyrazol-1-yl]-4-methyl-chroman-8-yl]propanoate FC1=C(C(=C2C=CN(C2=C1F)S(=O)(=O)C1=CC=C(C=C1)C)SC)OC=1C=CC(=C(C1)C1=NN(C=C1)C1(CCOC2=C(C=CC=C12)CCC(=O)OCC)C)F